C1(CCCCC1)NC(=O)[C@H]1N(CCC1)CC1=CC(=NC=C1)C=1C=C2CN(C(C2=CC1)=O)C1C(NC(CC1)=O)=O (2S)-N-cyclohexyl-1-((2-(2-(2,6-dioxopiperidin-3-yl)-1-oxoisoindolin-5-yl)pyridin-4-yl)methyl)pyrrolidine-2-carboxamide